Pentaerythritol tetra-(3-mercaptopropionate) SCCC(=O)OCC(COC(CCS)=O)(COC(CCS)=O)COC(CCS)=O